N(N)C1=NC=C(C=N1)OC(F)(F)F 2-hydrazino-5-(trifluoromethoxy)pyrimidine